acryl phosphate P(=O)(OC(=O)C=C)([O-])[O-]